SC(CC(=O)NN=C1CCOC2=CC(=CC=C12)OCCCC(=O)ON1C(CCC1=O)=O)(C)C 2,5-dioxopyrrolidin-1-yl 4-((4-(2-(3-mercapto-3-methylbutanoyl)hydrazono)chroman-7-yl)oxy)butanoate